FC=1C=C(C=2C=CNC2C1)O 6-fluoroindol-4-ol